perfluorotri-n-propylamine FC(C(C(F)(F)F)(F)F)(N(C(C(C(F)(F)F)(F)F)(F)F)C(C(C(F)(F)F)(F)F)(F)F)F